C(#N)C(C(=O)OCCOC(C)C)=C 2-isopropoxyethyl cyanoacrylate